BrC1=C(OC(C(=O)OCC)(C)C)C=CC(=C1)CN1C(N(CC1)C1=CC=C(C=C1)C(F)(F)F)=O Ethyl 2-(2-bromo-4-((2-oxo-3-(4-(trifluoromethyl)phenyl)imidazolin-1-yl)methyl)phenoxy)-2-methylpropanoate